CC=1C=C(C=CC1C(=O)N1C[C@@H](CC1)NC1=NC2=CC=CC=C2C=N1)NC(C=C)=O (R)-N-(3-methyl-4-(3-(quinazolin-2-ylamino)pyrrolidine-1-carbonyl)phenyl)acrylamide